(R)-4-(2-(3-((benzyloxy)methyl)-1-(2-(pyridin-2-yl)propan-2-yl)pyrrolidin-3-yl)ethyl)-2-fluorobenzonitrile C(C1=CC=CC=C1)OC[C@]1(CN(CC1)C(C)(C)C1=NC=CC=C1)CCC1=CC(=C(C#N)C=C1)F